sodium dodecyl-acrylate C(CCCCCCCCCCC)OC(C=C)=O.[Na]